3-bromo-1-(4'-chloro-[1,1'-biphenyl]-4-yl)-N-(1-(phenylcarbamoyl)cyclopropyl)-1H-pyrazole-5-carboxamide BrC1=NN(C(=C1)C(=O)NC1(CC1)C(NC1=CC=CC=C1)=O)C1=CC=C(C=C1)C1=CC=C(C=C1)Cl